magnesium silicon fluorine [F].[Si].[Mg]